O1C=2C(OCC1COCCC(S(=O)(=O)[O-])CCC)=CSC2.[Na+] sodium 3-[(2,3-dihydrothieno[3,4-b]-[1,4]dioxin-2-yl)methoxy]-1-propyl-1-propane-sulfonate